Cl.FC=1C=C2C(=NNC(C2=CC1F)=O)[C@@H](C)NC (R)-6,7-difluoro-4-[1-(methylamino)ethyl]-2H-phthalazin-1-one hydrochloride